CNC(OCC(=O)N[C@@H]1CC[C@H](CC1)C(N(C[C@@H]1CC[C@H](CC1)C1=CC(=C(C=C1)OC)C)C1=CC(=CC=C1)C1=CN=C(S1)C1CC1)=O)=O 2-((trans-4-((3-(2-Cyclopropylthiazol-5-yl)phenyl)((trans-4-(4-methoxy-3-methylphenyl)cyclohexyl)methyl) carbamoyl)cyclohexyl) amino)-2-oxoethyl methylcarbamate